7-bromo-4b,9b-dihydroxy-4-nitro-4b,9b-dihydro-10H-indeno[1,2-b]benzofuran-10-one BrC1=CC2=C(C3(C(O2)(C2=C(C=CC=C2C3=O)[N+](=O)[O-])O)O)C=C1